(pentafluorophenyl)boronAn FC1=C(C(=C(C(=C1B1CCCCCCCC1)F)F)F)F